BrC1=NC=CC=C1C(=O)N1C(CSCC1)COC1=C(C=O)C(=CC=C1)O 2-[[4-(2-bromopyridine-3-carbonyl)thiomorpholin-3-yl]methoxy]-6-hydroxybenzaldehyde